acetenyl-boronic acid methyl-iminodiacetate COC(CNCC(=O)O)=O.C(#C)B(O)O